FC=1C(=NC(=NC1)NC1=C(C(=CC=C1)S(=O)(=O)C)F)C1=CNC2=C(C=CC=C12)NC([C@H](COC)N1CCNCC1)=O (S)-N-(3-(5-fluoro-2-(2-fluoro-3-(methylsulfonyl)phenylamino)pyrimidin-4-yl)-1H-indol-7-yl)-3-methoxy-2-(piperazin-1-yl)propionamide